NCCCN(C(OC(C)(C)C)=O)C tert-butyl (3-aminopropyl)(methyl)carbamate